2,3-diphenyl-5-(4-chlorophenyl)tetrazolium C1(=CC=CC=C1)N1[NH2+]C(=NN1C1=CC=CC=C1)C1=CC=C(C=C1)Cl